N1(CCCC1)CCCC(=O)O 4-(1-Pyrrolidinyl)butanoic acid